5-[1-(2-Chloro-6-fluoro-phenyl)-piperidin-4-yl]-7-(2-cyclopropyl-benzyl)-2,4-dimethyl-2,4,5,7-tetrahydro-pyrazolo[3,4-d]pyrimidin-6-one ClC1=C(C(=CC=C1)F)N1CCC(CC1)N1C(N(C=2C(C1C)=CN(N2)C)CC2=C(C=CC=C2)C2CC2)=O